8-fluoro-2-imino-6-(4-(trifluoromethyl)phenyl)-2H-chromen-3-thioamide FC=1C=C(C=C2C=C(C(OC12)=N)C(N)=S)C1=CC=C(C=C1)C(F)(F)F